(S)-2-((((9H-fluoren-9-yl)methoxy)carbonyl)amino)-4-(1-(tert-butoxycarbonyl)-1H-indol-3-yl)butanoic acid C1=CC=CC=2C3=CC=CC=C3C(C12)COC(=O)N[C@H](C(=O)O)CCC1=CN(C2=CC=CC=C12)C(=O)OC(C)(C)C